[Cl-].C=CCCCCCCCCCCCCCC hexadecene chloride